3-(5-(1-(1-(6-chloro-3-methyl-1H-indole-2-carbonyl)azetidin-3-yl)piperidin-4-yl)-1-oxoisoindolin-2-yl)piperidine-2,6-dione ClC1=CC=C2C(=C(NC2=C1)C(=O)N1CC(C1)N1CCC(CC1)C=1C=C2CN(C(C2=CC1)=O)C1C(NC(CC1)=O)=O)C